ClC1=C(/C=C/C2(CCCCC2)C#N)C=CC=C1 (E)-1-(2-chlorostyryl)cyclohexane-1-carbonitrile